fluoro-2-(5-methyl-1H-pyrazol-3-yl)pyridine tert-butyl-2-((1,3-dioxoisoindol-2-yl)oxy)-2-methylpropionate C(C)(C)(C)OC(C(C)(C)ON1C(C2=CC=CC=C2C1=O)=O)=O.FC=1C(=NC=CC1)C1=NNC(=C1)C